1-[(2R,6S)-6-[[bis(4-methoxyphenyl)-phenyl-methoxy]methyl]-6-(triisopropylsilyloxymethyl)morpholin-2-yl]-5-methyl-pyrimidine-2,4-dione COC1=CC=C(C=C1)C(OC[C@]1(O[C@H](CNC1)N1C(NC(C(=C1)C)=O)=O)CO[Si](C(C)C)(C(C)C)C(C)C)(C1=CC=CC=C1)C1=CC=C(C=C1)OC